FC1=C(CN2CCNCC2)C=C(C=C1)F (2,5-difluorobenzyl)piperazine